3'-formyl-2',4',6'-trihydroxy-5'-methyldihydrochalcone CC1=C(C(=C(C(=C1O)C(=O)CCC2=CC=CC=C2)O)C=O)O